5-chloro-4-[3-methylmorpholin-4-yl]-2-pyrazolo[1,5-a]pyridin-3-yl-1H-pyrimidin-6-one ClC1=C(N=C(NC1=O)C=1C=NN2C1C=CC=C2)N2C(COCC2)C